(S)-1-(3-(4-amino-3-((2,6-dimethoxypyridin-4-yl)ethynyl)-7-ethyl-1H-pyrazolo[4,3-c]pyridin-1-yl)pyrrolidin-1-yl)prop-2-en-1-one NC1=NC=C(C2=C1C(=NN2[C@@H]2CN(CC2)C(C=C)=O)C#CC2=CC(=NC(=C2)OC)OC)CC